3-(Hydroxymethyl)pyrido[3,2-e]pyrrolo[1,2-a]pyrazin-6(5H)-one OCC1=CC=2NC(C=3N(C2N=C1)C=CC3)=O